(S)-7-(1-(4-amino-3-(4-cyclopropoxy-3-fluorophenyl)-1H-pyrazolo[3,4-d]pyrimidin-1-yl)ethyl)-3-chloro-6-(3-fluorophenyl)-5H-thiazolo[3,2-a]pyridin-5-one NC1=C2C(=NC=N1)N(N=C2C2=CC(=C(C=C2)OC2CC2)F)[C@@H](C)C=2C=C1N(C(C2C2=CC(=CC=C2)F)=O)C(=CS1)Cl